1-(3-((5-bromo-2-((3-methyl-1-(1-methylpyrrolidin-3-yl)-1H-pyrazol-4-yl)amino)pyrimidin-4-yl)amino)propyl)-3,3-dimethylpyrrolidin-2-one BrC=1C(=NC(=NC1)NC=1C(=NN(C1)C1CN(CC1)C)C)NCCCN1C(C(CC1)(C)C)=O